C1(CC1)C=1C=C(N)C=CC1CN1CCN(CC1)C 3-cyclopropyl-4-((4-methylpiperazin-1-yl)methyl)aniline